F[C@H]1CN(CC[C@H]1NC=1C=2N(C=CC1)C(=C(N2)C#CCNC2=C(C=C(C=C2)S(=O)(=O)C)OC)SC(F)(F)F)C(=O)OC(C)(C)C tert-butyl (3S,4R)-3-fluoro-4-[[2-[3-(2-methoxy-4-methylsulfonyl-anilino)prop-1-ynyl]-3-(trifluoromethylsulfanyl)imidazo[1,2-a]pyridin-8-yl]amino]piperidine-1-carboxylate